ethoxy-5-fluoro-[2,3'-bipyridine]-6-carbonitrile C(C)OC=1C(=NC(=C(C1)F)C#N)C=1C=NC=CC1